(S)-7-amino-2,2-difluoro-9-methyl-6,7-dihydro-[1,3]dioxolo[4',5':4,5]benzo[1,2-b][1,4]oxazepin-8(9H)-one N[C@@H]1C(N(C2=C(OC1)C=C1C(=C2)OC(O1)(F)F)C)=O